C(C)(C)(C)OC(=O)N1CCN(CC1)C1=C(C(=NC2=C(C=CC=C12)Br)O[C@@H]1CN(C[C@H]1OC)C)C#N 4-(8-bromo-3-cyano-2-(((3R,4R)-4-methoxy-1-methylpyrrolidin-3-yl)oxy)quinolin-4-yl)piperazine-1-carboxylic acid tert-butyl ester